benzene-diol C=1(C(=CC=CC1)O)O